ClC/1=C(CC(C\C1=C/O)N(C)C)C=O (E)-2-chloro-5-(dimethylamino)-3-(hydroxymethylene)cyclohex-1-en-1-carbaldehyde